C1(CCCC1)N1[C@H](C(N(C=2C=NC(=NC12)NC1=C(C=C(C=C1)S(=O)(=O)CC(N1CCSCC1)=O)OC)C)=O)CC (S)-8-cyclopentyl-7-ethyl-2-[4-(2-oxo-2-thiomorpholinoethylsulfonyl)-2-methoxyphenylamino]-5-methyl-7,8-dihydro-pteridin-6(5H)-one